(S)-6-fluoro-5-formyl-3-((1-hydroxypropan-2-yl)amino)benzo[d]isoxazole-7-carbonitrile FC1=C(C2=C(C(=NO2)N[C@H](CO)C)C=C1C=O)C#N